C(C)(C)(C)OC(=O)N1CCC2(CC(C2)N[C@H](CC(C)C)CO)CC1.CN1C(N(C2=C1C=CC(=C2)[N+](=O)[O-])CC[C@H](C)N2N=CC=C2)=O 1-methyl-5-nitro-3-[(3S)-3-pyrazol-1-yl-butyl]benzimidazol-2-one tert-butyl-2-[[(1R)-1-(hydroxymethyl)-3-methyl-butyl]amino]-7-azaspiro[3.5]nonane-7-carboxylate